dihydro-1H-imidazol-5-one N1CNCC1=O